bromoisobenzofuran BrC=1OC=C2C=CC=CC12